C(C)(C)(C)OC(=O)N1CCC2(CC(C2)C2=C(C=CC(=C2)C(C)(C)C)OC)CC1 2-(5-(tert-butyl)-2-methoxyphenyl)-7-azaspiro[3.5]Nonane-7-carboxylic acid tert-butyl ester